S-methylthiourea hemisulfate S(=O)(=O)(O)O.CS=C(N)N.CS=C(N)N